5-(4-((2R,6R)-4-acryloyl-6-methyl-1-(methylsulfonyl)piperazin-2-yl)-6-chloropyridin-2-yl)-N-methylpyridazine-3-carboxamide C(C=C)(=O)N1C[C@H](N([C@@H](C1)C)S(=O)(=O)C)C1=CC(=NC(=C1)Cl)C=1C=C(N=NC1)C(=O)NC